2-methyl-5-(1-methyl-7-oxo-6,7-dihydro-1H-pyrrolo[2,3-c]pyridin-3-yl)pyrrol CC=1NC(=CC1)C1=CN(C=2C(NC=CC21)=O)C